8,8-dimethyl-7,8-dihydro-6H-cyclopenta[e]pyrazolo[1,5-a]pyrimidine-2,6-dicarbonitrile CC1(CC(C=2C=NC=3N(C21)N=C(C3)C#N)C#N)C